C(CCC)C1C=C(C(C(O1)CC)(C)C)C 6-butyl-2-ethyl-3,3,4-trimethyl-3,6-dihydro-2H-pyran